antimonous pentafluoride [Sb-2](F)(F)(F)(F)F